C(C)(=O)C=1C2=C(C=C3CCCOC13)C(C(=C(O2)C2=CC=C(C=C2)F)C)=O 10-acetyl-8-(4-fluorophenyl)-7-methyl-3,4-dihydro-2H,6H-pyrano[3,2-g]chromen-6-one